6-[5-(6-methyl-2-pyridyl)-1H-imidazol-4-yl]-N-[1-[2-(4-piperidyl)ethyl]pyrazol-4-yl]quinolin-3-amine CC1=CC=CC(=N1)C1=C(N=CN1)C=1C=C2C=C(C=NC2=CC1)NC=1C=NN(C1)CCC1CCNCC1